NC=CC(=O)OC(C(=C)C)=O aminoacryl-methacrylate